N-(3-chloropyridin-2-yl)-3-iodo-1-((2-(trimethylsilyl)ethoxy)methyl)-1H-pyrazolo[3,4-d]pyrimidin-6-amine ClC=1C(=NC=CC1)NC1=NC=C2C(=N1)N(N=C2I)COCC[Si](C)(C)C